1-benzyl-7-[1-(oxan-2-yl)indazol-3-yl]-3,4-dihydro-2H-1,5-naphthyridine C(C1=CC=CC=C1)N1CCCC2=NC=C(C=C12)C1=NN(C2=CC=CC=C12)C1OCCCC1